CC1(C2=CC=CC=C2C=2C=CC(=CC12)C=1C=C(C=CC1)C1=CC(=CC=C1)C1=NC(=NC(=N1)C1=CC=CC=C1)C1=CC=CC=C1)C 2-(3'-(9,9-dimethyl-9H-fluoren-2-yl)-[1,1-biphenyl]-3-yl)-4,6-diphenyl-1,3,5-triazine